C[C@@H]1CN(C[C@H]2N1CC=1C=CC(=CC1C2)N2CCNCC2)C2=C1C=CC=NC1=C(C=C2)C#N 5-[(4R,11aS)-4-methyl-9-piperazin-1-yl-1,3,4,6,11,11a-hexahydropyrazino[1,2-b]isoquinolin-2-yl]quinoline-8-carbonitrile